2-(3,4-dimethoxyphenyl)-7-[(3R,5S)-3,5-dimethylpiperazin-1-yl]-4H-pyrido[1,2-a]pyrimidin-4-one COC=1C=C(C=CC1OC)C=1N=C2N(C(C1)=O)C=C(C=C2)N2C[C@H](N[C@H](C2)C)C